Bis(methylcyclopentadienyl)titanium CC1(C=CC=C1)[Ti]C1(C=CC=C1)C